1,3,4-trimethylpyrazole-5-carboxylic acid methyl ester COC(=O)C1=C(C(=NN1C)C)C